FC(C1CCC(CC1)N1CCC(CC1)C(=O)N)(F)F [4-(trifluoromethyl)cyclohexyl]piperidine-4-carboxamide